N-(4'-hydroxy-3'-methoxycinnamoyl)-5-hydroxyanthranilic acid OC1=C(C=C(C=CC(=O)NC=2C(C(=O)O)=CC(=CC2)O)C=C1)OC